[N-](S(=O)(=O)C(F)(F)F)S(=O)(=O)C(F)(F)F.C(CCC)N1C(N(C=C1)C)C 1-butyl-2,3-dimethylimidazole bis(trifluoromethylsulfonyl)imide salt